O[C@@H]1[C@H]2[C@@H]3CC[C@H]([C@@H](CCC)C)[C@]3([C@H](C[C@@H]2[C@]2(CCC(C[C@H]2C1)=O)C)O)C 7β,12α-dihydroxy-3-keto-5β-cholane